NC[C@@H](C1=CC(=CC(=C1)F)Cl)NC(=O)C=1N=CN(C1)C1=NC(=NC=C1C)NC1CCOCC1 (R)-N-(2-amino-1-(3-chloro-5-fluoro-phenyl)ethyl)-1-(5-methyl-2-((tetrahydro-2H-pyran-4-yl)amino)-pyrimidin-4-yl)-1H-imidazole-4-carboxamide